N1(CCCCC1)C1=NNC2=CN=C(C=C21)NC(=O)C2[C@H]1CCC[C@@H]21 (1R,5S,6r)-N-(3-(piperidin-1-yl)-1H-pyrazolo[3,4-c]pyridin-5-yl)bicyclo[3.1.0]hexane-6-carboxamide